CP(=O)(C)C1=CC2=C(N=C(N=C2NC(C)C2=CC(=NC=C2)C(F)(F)F)C)C=N1 6-(dimethylphosphoryl)-2-methyl-N-{1-[2-(trifluoromethyl)pyridin-4-yl]ethyl}pyrido[3,4-d]pyrimidin-4-amine